S(=O)(=O)(OF)[O-].[Fe+2].[Na+].FOS(=O)(=O)[O-].FOS(=O)(=O)[O-] sodium iron fluoro sulfate